C1=CC(=CC2=C1C=CC(=O)O2)O Umbelliferon